2-diethoxyphosphoryl-3-(2-trimethylsilylethoxy)propanoate C(C)OP(=O)(OCC)C(C(=O)[O-])COCC[Si](C)(C)C